5-[2,3-difluoro-4-(1H-pyrazol-4-yl)phenyl]-N-methyl-N-(2,2,6,6-tetramethylpiperidin-4-yl)pyrazin-2-amine FC1=C(C=CC(=C1F)C=1C=NNC1)C=1N=CC(=NC1)N(C1CC(NC(C1)(C)C)(C)C)C